C(C)(=O)N1C[C@@H](N(CC1)C=1C(=C(C=C(C1)C#N)NC1=NC=2N(C(=N1)NC1CC1)N=CC2C#N)Cl)CC 2-({3-[(2S)-4-Acetyl-2-ethylpiperazin-1-yl]-2-chloro-5-cyanophenyl}amino)-4-(cyclopropylamino)pyrazolo[1,5-a][1,3,5]triazine-8-carbonitrile